CS(=O)(=O)OCC(C(COS(=O)(=O)C)(C)C)O 2-hydroxy-4-(methylsulfonyloxy)-3,3-dimethylbutyl methanesulfonate